sodium sulfur nickel-cobalt-manganese [Mn].[Co].[Ni].[S].[Na]